CC/C=C\\C/C=C\\C/C=C\\C/C=C\\CCCCCCC(=O)CC(=O)SCCNC(=O)CCNC(=O)[C@@H](C(C)(C)COP(=O)([O-])OP(=O)([O-])OC[C@@H]1[C@H]([C@H]([C@@H](O1)N2C=NC3=C(N=CN=C32)N)O)OP(=O)([O-])[O-])O The molecule is an acyl-CoA(4-) arising from deprotonation of the phosphate and diphosphate functions of (10Z,13Z,16Z,19Z)-3-oxodocosatetraenoyl-CoA. It is a conjugate base of a (10Z,13Z,16Z,19Z)-3-oxodocosatetraenoyl-CoA.